7-(9-acryloyl-3,3-dioxido-3-thia-7,9-diazabicyclo[3.3.1]nonan-7-yl)-9-chloro-10-(2,4-difluorophenyl)-2,3-dihydro-5H-[1,4]oxazino[2,3,4-ij]quinazolin-5-one C(C=C)(=O)N1C2CS(CC1CN(C2)C2=NC(N1C3=C(C(=C(C=C23)Cl)C2=C(C=C(C=C2)F)F)OCC1)=O)(=O)=O